C(C)(C)N1N=C(C=C1C1[C@H]2CC(C[C@@H]12)N1CCOCCC1)C=1C=NC(=CC1)C(F)(F)F 4-((1R,3S,5S,6R)-6-(1-isopropyl-3-(6-(trifluoromethyl)pyridin-3-yl)-1H-pyrazol-5-yl)bicyclo[3.1.0]hexane-3-yl)-1,4-oxaazepane